2,6-dimethylpyridin-3-amine CC1=NC(=CC=C1N)C